(R)-2-(3-(1-(fluoro(4-methyl-4H-1,2,4-triazol-3-yl)methyl)cyclopropyl)phenyl)-6-((3-(hydroxymethyl)-3-methylazetidin-1-yl)methyl)-4-(trifluoromethyl)isoindolin-1-one F[C@H](C1(CC1)C=1C=C(C=CC1)N1C(C2=CC(=CC(=C2C1)C(F)(F)F)CN1CC(C1)(C)CO)=O)C1=NN=CN1C